COC([C@@H](NC(C(F)(F)F)C1=CC(=C(C=C1)F)Br)CC(C)C)=O (1-(3-bromo-4-fluorophenyl)-2,2,2-trifluoroethyl)-L-leucine methyl ester